3-[(naphthalen-1-yl)carbamoyl]-4,5-dihydro-1,2-oxazole-5-carboxylic acid C1(=CC=CC2=CC=CC=C12)NC(=O)C1=NOC(C1)C(=O)O